tert-butyl (R)-3-(4-[bis[(4-methoxyphenyl)-methyl]amino]-2-oxo-3-(4-phenoxyphenyl)-1H,2H,3H-imidazo[4,5-c]pyridin-1-yl)piperidine-1-carboxylate COC1=CC=C(C=C1)CN(C1=NC=CC2=C1N(C(N2[C@H]2CN(CCC2)C(=O)OC(C)(C)C)=O)C2=CC=C(C=C2)OC2=CC=CC=C2)CC2=CC=C(C=C2)OC